ethyl 8,8-dimethyl-4-oxo-4,7,8,10-tetrahydro-3H-pyrano[3'',4'':5',6']pyrido-[3',2':4,5]thieno[3,2-d]pyrimidine-11-carboxylate CC1(CC=2C(=C(C3=C(SC4=C3N=CNC4=O)N2)C(=O)OCC)CO1)C